(2,6-dimethylphenyl)prop-2-en-1-ol CC1=C(C(=CC=C1)C)C(C=C)O